2-fluoro-1-methyl-3-nitro-benzene FC1=C(C=CC=C1[N+](=O)[O-])C